FC(CCCCCCCCC(F)(F)F)(F)S(=O)(=O)[O-] pentafluorodecylsulfonate